(S)-2,2'-binaphthyl phosphate P(=O)(O)(O)O.C1=C(C=CC2=CC=CC=C12)C1=CC2=CC=CC=C2C=C1